Cl.ClC=1C=CC(=NC1)NC(C(=O)N[C@@H]1[C@@H](C[C@H](CC1)C(=O)N(C)C)NC(=O)C=1SC=2CN(CCC2N1)C)=O N1-(5-Chloropyridin-2-yl)-N2-((1S,2R,4S)-4-[(dimethylamino)carbonyl]-2-{[(5-methyl-4,5,6,7-tetrahydrothiazolo[5,4-c]pyridin-2-yl)carbonyl]amino}-cyclohexyl)ethandiamid-Hydrochlorid